(S)-4-((3-hydroxypropyl)(4-(5,6,7,8-tetrahydro-1,8-naphthyridin-2-yl)butyl)amino)-2-(quinazolin-4-ylamino)butyric acid OCCCN(CC[C@@H](C(=O)O)NC1=NC=NC2=CC=CC=C12)CCCCC1=NC=2NCCCC2C=C1